CN1C(C2(C3=C1C=NC=1C=CC(=CC31)C=3C=C(C(=NC3)N3CCS(CC3)=O)NS(=O)(=O)C3=CC=CC=C3)CCC2)=O N-(5-(3'-Methyl-2'-oxo-2',3'-dihydrospiro[cyclobutane-1,1'-pyrrolo[2,3-c]quinolin]-8'-yl)-2-(1-oxidothiomorpholino)pyridin-3-yl)benzenesulfonamide